4-((1,3-di-tert-butylimidazolidin-2-ylidene)ammonio)benzoate C(C)(C)(C)N1C(N(CC1)C(C)(C)C)=[NH+]C1=CC=C(C(=O)[O-])C=C1